O1C(=NC2=C1C=CC=C2)C(=O)NCCOC=2C=CC=C1CCN([C@@H](C21)CN2C(C1=CC=CC=C1C2=O)=O)C(=O)[C@H]2[C@H](CCCC2)C(=O)OCC2=CC=CC=C2 benzyl (1S,2R)-2-((S)-8-(2-(benzo[d]oxazole-2-carboxamido)-ethoxy)-1-((1,3-dioxoisoindolin-2-yl)methyl)-1,2,3,4-tetrahydroisoquinoline-2-carbonyl)cyclohexane-1-carboxylate